ClC1=CC(=CC(O1)=O)O 6-chloro-4-hydroxy-2H-pyran-2-one